butylacetoacetate C(CCC)OC(CC(=O)C)=O